(S)-N-(2-chloro-6-fluorophenyl)-4-(4-ethyl-3-(hydroxymethyl)-5-oxo-4,5-dihydro-1H-1,2,4-triazol-1-yl)-5-fluoro-2-((1,1,1-trifluoropropan-2-yl)oxy)benzamide ClC1=C(C(=CC=C1)F)NC(C1=C(C=C(C(=C1)F)N1N=C(N(C1=O)CC)CO)O[C@H](C(F)(F)F)C)=O